FC1=CC=C(OC2=CC=C(C=C2)[C@H]2SCC[C@H](NC2=O)CNC(=O)C2=NC=CC=N2)C=C1 N-[[(2R,5S)-2-[4-(4-fluorophenoxy)phenyl]-3-oxo-1,4-thiazepan-5-yl]methyl]pyrimidine-2-carboxamide